ClC=1C=C(C=NC1)NC(=O)C=1C=NN(C1C(F)(F)F)C1=C2C=CNC(C2=CC=C1)=O N-(5-chloropyridin-3-yl)-1-(1-oxo-1,2-dihydroisoquinolin-5-yl)-5-(trifluoromethyl)-1H-pyrazole-4-carboxamide